NCCCOC1=CC(=C(C=C1)C(CC(=O)C1=CC=C(C=C1)C(C)(C)C)=O)O 1-[4-(3-Amino-Propoxy)-2-Hydroxy-phEnyl]-3-(4-Tert-Butyl-Phenyl)-Propane-1,3-Dione